CC1(NC(C2=CC=C(C=C12)C1=CNC2=NC=C(C=C21)NC(=O)C2CCN(CC2)C)=O)C N-(3-(3,3-dimethyl-1-oxoisoindolin-5-yl)-1H-pyrrolo[2,3-b]pyridin-5-yl)-1-methylpiperidine-4-carboxamide